N-[5-[4-(cyclohexylcarbamoyl)-3,5-difluorophenyl]-4-fluoro-2-[(3R,5S)-3,4,5-trimethylpiperazin-1-yl]phenyl]-6-oxo-4-(trifluoromethyl)-1H-pyridine-3-carboxamide C1(CCCCC1)NC(=O)C1=C(C=C(C=C1F)C=1C(=CC(=C(C1)NC(=O)C1=CNC(C=C1C(F)(F)F)=O)N1C[C@H](N([C@H](C1)C)C)C)F)F